boric acid trisMethyl-borate COB(OC)OC.B(O)(O)O